ClC1=CC=C(C(=N1)CN(C)C)N1CC(N(CC1)C)=O 4-(6-chloro-2-((dimethylamino)methyl)pyridin-3-yl)-1-methylpiperazin-2-one